CC1(C2=CC=CC=C2C=2C=CC(=CC12)N(C(C)=O)C1=CC(=CC=2C(COC21)(C)C)C)C N-(9,9-dimethyl-9H-fluoren-2-yl)-N-(3,3,5-trimethyl-2,3-dihydrobenzofuran-7-yl)-acetamide